C1(=CC=CC=C1)C1=NC(=CC(=C1)C=1C=C(C=CC1)C1=CC(=NC=C1N1C2=CC=C(C=C2C=2C=C(C=CC12)N(C1=CC=CC=C1)C1=CC=CC=C1)N(C1=CC=CC=C1)C1=CC=CC=C1)N1C2=CC=C(C=C2C=2C=C(C=CC12)N(C1=CC=CC=C1)C1=CC=CC=C1)N(C1=CC=CC=C1)C1=CC=CC=C1)C1=CC=CC=C1 9,9'-(4-(3-(2,6-diphenylpyridin-4-yl)phenyl)pyridine-2,5-diyl)bis(N3,N3,N6,N6-tetraphenyl-9H-carbazole-3,6-diamine)